4-(tertbutyl)-2-chloropyridine C(C)(C)(C)C1=CC(=NC=C1)Cl